N-(6-(2,6-difluoro-3-(thiophene-2-sulfonamido)phenyl)quinazolin-2-yl)pivalamide FC1=C(C(=CC=C1NS(=O)(=O)C=1SC=CC1)F)C=1C=C2C=NC(=NC2=CC1)NC(C(C)(C)C)=O